ethyl 5-[bis[(4-methoxyphenyl)methyl]amino]-6-methyl-1H-pyrrolo[3,2-b]pyridine-2-carboxylate COC1=CC=C(C=C1)CN(C1=C(C=C2C(=N1)C=C(N2)C(=O)OCC)C)CC2=CC=C(C=C2)OC